2-(((S)-1-(((S)-1,1-bis(3,4-dimethoxyphenyl)propan-2-yl)amino)-1-oxopropan-2-yl)carbamoyl)-4-methoxypyridin-3-yl acetate C(C)(=O)OC=1C(=NC=CC1OC)C(N[C@H](C(=O)N[C@H](C(C1=CC(=C(C=C1)OC)OC)C1=CC(=C(C=C1)OC)OC)C)C)=O